C1(CCCC1)OC1=C(C=C(C=C1)/C=C/C(=O)O)OC (E)-3-(4-(cyclopentyloxy)-3-methoxyphenyl)acrylic acid